Methyl-2-Chloro-5-hydroxy-4-iodobenzoate COC(C1=C(C=C(C(=C1)O)I)Cl)=O